5-bromo-2-[(t-butoxycarbonyl)(methyl)amino]-1H-benzo[d]imidazole-1-carboxylic acid tert-butyl ester C(C)(C)(C)OC(=O)N1C(=NC2=C1C=CC(=C2)Br)N(C)C(=O)OC(C)(C)C